(5-(2-chloro-3-fluoro-phenyl)-2,6-dioxo-3-{2-oxo-2-[4-(2-oxo-1,2,4,5-tetrahydro-benzo[d][1,3]diazepin-3-yl)-piperidin-1-yl]-ethyl}-3,6-dihydro-2H-pyrimidin-1-yl)-acetate ClC1=C(C=CC=C1F)C1=CN(C(N(C1=O)CC(=O)[O-])=O)CC(N1CCC(CC1)N1C(NC2=C(CC1)C=CC=C2)=O)=O